6,6'-dibromostilbene BrC1=CC=CC=C1C=CC1=CC=CC=C1Br